ClC1=NC=CC=C1C(=O)NC1=C(C=CC=C1)C1=CC=C(C=C1)Cl 2-chloro-N-(4'-chloro[1,1'-biphenyl]-2-yl)-3-pyridinecarboxamide